(1,2,2,2-Tetradeuterio-1-methylethyl)hydrazine [2H]C(C([2H])([2H])[2H])(C)NN